(S)-tert-butyl 5-amino-4-(5-bromo-4-hydroxy-1-oxoisoindolin-2-yl)-5-oxopentanoate NC([C@H](CCC(=O)OC(C)(C)C)N1C(C2=CC=C(C(=C2C1)O)Br)=O)=O